C(C)(C)(C)C1=CC(=NC=C1)C=1C(=CC2=C(N(C([C@H](CS2(=O)=O)NC(OC(C)(C)C)=O)=O)CC2=CC=C(C=C2)Cl)C1)F tert-butyl N-[(3R)-7-(4-tert-butyl-2-pyridyl)-5-[(4-chlorophenyl)methyl]-8-fluoro-1,1,4-trioxo-2,3-dihydro-1λ6,5-benzothiazepin-3-yl]carbamate